(cyclohexanediyl-bismethylene)diisocyanate C1(CCCCC1)(CN=C=O)CN=C=O